[Si](C)(C)(C(C)(C)C)OCC=1OC(=NN1)CCl 2-(((tert-butyldimethylsilyl)oxy)methyl)-5-(chloromethyl)-1,3,4-oxadiazole